OC=1C=C2N=C3C=CC=CC3=NC2=C(C1N(CCS(=O)(=O)O)C)OC 2-[(7-hydroxy-9-methoxyphenazin-8-yl)(methyl)amino]ethane-1-sulfonic acid